1-((3R,4S)-3-fluoro-4-((2-(3-((2-methoxy-4-(methylsulfonyl)phenyl)amino)prop-1-yn-1-yl)-1-(2,2,2-trifluoroethyl)-1H-indol-4-yl)amino)piperidin-1-yl)-3-methoxypropan-2-ol F[C@@H]1CN(CC[C@@H]1NC1=C2C=C(N(C2=CC=C1)CC(F)(F)F)C#CCNC1=C(C=C(C=C1)S(=O)(=O)C)OC)CC(COC)O